C[N+](C)(CCCCCCCCCCCC)[O-] N,N-dimethyldodecyl-amine-N-oxide